tert-butyl (3-((3-carbamoyl-5-ethyl-6-(ethyl(methyl)amino)pyrazin-2-yl)amino)phenethyl)carbamate C(N)(=O)C=1C(=NC(=C(N1)CC)N(C)CC)NC=1C=C(CCNC(OC(C)(C)C)=O)C=CC1